Diethyl 3,3'-(ethane-1,2-diylbis(5-carbamoyl-1H-benzo[d]imidazole-1,2-diyl))bis(4-bromobenzo[b]thiophene-2-carboxylate) C(CN1C(=NC2=C1C=CC(=C2)C(N)=O)C=2C1=C(SC2C(=O)OCC)C=CC=C1Br)N1C(=NC2=C1C=CC(=C2)C(N)=O)C=2C1=C(SC2C(=O)OCC)C=CC=C1Br